O1C=NC2=C1C=C(C=C2)C2=C(N=C(S2)NC(=O)N2CC1(COC1)C2)C2=CC(=CC=C2)C#N N-[5-(1,3-benzoxazol-6-yl)-4-(3-cyanophenyl)thiazol-2-yl]-2-oxa-6-azaspiro[3.3]heptane-6-carboxamide